C(N)(OC(C)CCCCCCC)=O non-2-yl carbamate